COC1=C(C=CC=C1C1=NN(C=N1)C)NC1=CC(=NC=2C=CN(C(C12)=C=O)C)NC(=O)C1CC1 N-(4-((2-methoxy-3-(1-methyl-1H-1,2,4-triazol-3-yl)phenyl)amino)-6-methyl-5-carbonyl-5,6-dihydro-1,6-naphthyridin-2-yl)cyclopropanecarboxamide